O=C(/C=C/CCCCCCCCC(=O)O)CCCCC (E)-12-oxoheptadec-10-enoic acid